N,N-bis(stearoyl-oxy-ethyl)N-(2-hydroxyethyl)N-methyl-ammonium methyl-sulfate COS(=O)(=O)[O-].C(CCCCCCCCCCCCCCCCC)(=O)OCC[N+](C)(CCO)CCOC(CCCCCCCCCCCCCCCCC)=O